NC1=NC=NN2C1=CC=C2[C@]2([C@@H]([C@@H]([C@H](O2)COP(=O)(OC2=CC=C(C=C2)C(C)(C)C)N[C@@H](CC2=CC=CC=C2)C(=O)OCCCCCC)O)O)C#N hexyl ((((2R,3S,4R,5R)-5-(4-aminopyrrolo[2,1-f][1,2,4]triazin-7-yl)-5-cyano-3,4-dihydroxytetrahydrofuran-2-yl)methoxy)(4-(tert-butyl)phenoxy)phosphoryl)-L-phenylalaninate